CC1CN(CC(C1)C)C=1C=C(C=CC1C1=NN=C(N1C)S)NC(=O)C1CC1 N-[3-(3,5-dimethylpiperidin-1-yl)-4-(4-methyl-5-sulfanyl-1,2,4-triazol-3-yl)phenyl]cyclopropanecarboxamide